BrC=1C=NC(=NC1)C1=CC(=CC=C1)CCl 5-bromo-2-(3-chloromethyl-phenyl)-pyrimidine